6-(6'-(Difluoromethyl)-[2,2'-bipyridin]-3-yl)imidazo[1,2-a]pyridin-3-carboxamid FC(C1=CC=CC(=N1)C1=NC=CC=C1C=1C=CC=2N(C1)C(=CN2)C(=O)N)F